1-[6'-methyl-2'-(quinolin-3-yl)-5',6'-dihydrospiro[azetidine-3,4'-pyrrolo[1,2-b]pyrazole]-1-carbonyl]cyclopropane-1-carbonitrile CC1CC2(C=3N1N=C(C3)C=3C=NC1=CC=CC=C1C3)CN(C2)C(=O)C2(CC2)C#N